FC(C1=CC=C(C=N1)C12CCC(CC1)O2)(F)F (6-(trifluoromethyl)pyridin-3-yl)-7-oxabicyclo[2.2.1]heptane